BrC1=CC(=C(C=C1)N1C[C@@H](N(CC1)C)C)[N+](=O)[O-] (S)-4-(4-bromo-2-nitrophenyl)-1,2-dimethylpiperazine